4-[6-[2-hydroxy-6-methyl-4-(trifluoromethyl)phenyl]pyrazolo[3,4-b]pyrazin-2-yl]tetrahydrofuran-3-ol OC1=C(C(=CC(=C1)C(F)(F)F)C)C=1C=NC=2C(N1)=NN(C2)C2C(COC2)O